3-[4-[3-(trifluoromethyl)-5-methyl-pyrazol-1-yl]phenyl]azetidine-1-carboxylic acid tert-butyl ester C(C)(C)(C)OC(=O)N1CC(C1)C1=CC=C(C=C1)N1N=C(C=C1C)C(F)(F)F